NC1=C2C(=NC=N1)N(N=C2C#CC=2C(=C1C=NN(C1=CC2F)C)F)[C@H]2C[C@@H](N(C2)C(C=C)=O)COC 1-((2R,4S)-4-(4-amino-3-((4,6-difluoro-1-methyl-1H-indazol-5-yl)ethynyl)-1H-pyrazolo[3,4-d]pyrimidin-1-yl)-2-(methoxymethyl)pyrrolidin-1-yl)prop-2-en-1-one